O1CC(=CCC1)C1=NN2C(N(C(=C(C2=O)N2CCN(CC2)C(C2=NC=CC=C2O)=O)CC)CC(=O)NC2=C(C=C(C=C2)C(F)(F)F)C)=N1 2-(2-(5,6-dihydro-2H-pyran-3-yl)-5-ethyl-6-(4-(3-hydroxypicolinoyl)piperazin-1-yl)-7-oxo-[1,2,4]triazolo[1,5-a]pyrimidin-4(7H)-yl)-N-(2-methyl-4-(trifluoromethyl)phenyl)acetamide